2-chloro-1-((1S,2S)-2-fluorocyclopropyl)ethan-1-one ClCC(=O)[C@H]1[C@H](C1)F